C(C)(C)(C)OC(=O)N([C@H](C(=O)O[C@@H](C(=O)OCC1=CC=CC=C1)CC1=CC=C(C=C1)F)CC(C)(C)F)C (2R)-1-(benzyloxy)-3-(4-fluorophenyl)-1-oxopropan-2-yl (2S)-2-[[(tert-butoxy)carbonyl](methyl)amino]-4-fluoro-4-methylpentanoate